(2R,3R,4R,5R)-5-(6-benzamido-9H-purin-9-yl)-4-((tert-butyldimethylsilyl)oxy)-2-(((tert-butyldimethylsilyl)oxy)methyl)tetrahydrofuran-3-yl nitrate [N+](=O)(O[C@@H]1[C@H](O[C@H]([C@@H]1O[Si](C)(C)C(C)(C)C)N1C2=NC=NC(=C2N=C1)NC(C1=CC=CC=C1)=O)CO[Si](C)(C)C(C)(C)C)[O-]